BrC=1C=C(C=C(C1)[N+](=O)[O-])C(C)=O 1-(3-bromo-5-nitrophenyl)ethan-1-one